potassium propyloxide C(CC)OCCC.[K]